C(CCCCC)N(CCN)CCCCCC N1,N1-dihexylethane-1,2-diamine